C(C)C(CC)NC=1C=C(C=2N(N1)C(=NN2)C(C)C)SC N-(1-ethylpropyl)-3-isopropyl-8-methylsulfanyl-[1,2,4]triazolo[4,3-b]pyridazin-6-amine